(((4-ethynyl-1,2-phenylene)bis(oxy))bis(methylene))bis(methoxybenzene) C(#C)C1=CC(=C(C=C1)OCC1=C(C=CC=C1)OC)OCC1=C(C=CC=C1)OC